1,3-diiodotetrafluorobenzene IC1=C(C(=C(C(=C1F)F)F)I)F